N1C=C(C2=CC=CC=C12)CC1C(N(C(N1)=O)C)=O 5-((1H-indol-3-yl)methyl)-3-methylimidazolidine-2,4-dione